FC1=CC(=CC2=C1N(C(C1=C(N2)C=CC(=C1)OC)=O)C1=C(C=CC=C1)C)OC 9-fluoro-2,7-dimethoxy-10-tolyl-5,10-dihydro-11H-dibenzo[b,e][1,4]diazepin-11-one